N1=C(C=CC=C1)C(CC)N 1-(2-pyridyl)-1-propylamine